Methyl (S,E)-5-((tert-butyldimethylsilyl)oxy)-8-(3-((R,E)-3-((tertbutyldimethylsilyl)oxy)pent-1-en-1-yl)phenyl)oct-6-enoate [Si](C)(C)(C(C)(C)C)O[C@@H](CCCC(=O)OC)\C=C\CC1=CC(=CC=C1)\C=C\[C@@H](CC)O[Si](C)(C)C(C)(C)C